COC=1C=C(C=NC1N1CCN(CC1)C)NC=1C(=NC(=C(N1)NC)C=1C2=C(C=NC1)N(C=N2)C)C(=O)OC Methyl 3-[[5-methoxy-6-(4-methylpiperazin-1-yl)-3-pyridyl]amino]-5-(methylamino)-6-(3-methylimidazo[4,5-c]pyridin-7-yl)pyrazine-2-carboxylate